tert-butyl 4,4-difluoro-3-(5-iodo-6-methoxypyridin-3-yl)piperidine-1-carboxylate FC1(C(CN(CC1)C(=O)OC(C)(C)C)C=1C=NC(=C(C1)I)OC)F